1-(3-(4-(6-(methylcarbamoyl)pyridin-3-yl)piperazin-1-yl)cyclopentane-1-carboxamido)-3-(trifluoromethyl)-1H-pyrrole-2-carboxylic acid CNC(=O)C1=CC=C(C=N1)N1CCN(CC1)C1CC(CC1)C(=O)NN1C(=C(C=C1)C(F)(F)F)C(=O)O